8-(3-(2,6-dioxopiperidin-3-yl)-2-methyl-4-oxo-3,4-dihydroquinazolin-5-yl)oct-7-yn-1-yl methanesulfonate CS(=O)(=O)OCCCCCCC#CC1=C2C(N(C(=NC2=CC=C1)C)C1C(NC(CC1)=O)=O)=O